1-(4-benzoimidazol-1-yl-phenyl)-3-(5-tert-butyl-2-methyl-2H-pyrazol-3-yl)-urea N1(C=NC2=C1C=CC=C2)C2=CC=C(C=C2)NC(=O)NC=2N(N=C(C2)C(C)(C)C)C